NC1=NC=2C=C(C=CC2C2=C1N=C(N2CC(C)(O)C)COCC)C=2C=NC=CC2 1-[4-amino-2-(ethoxymethyl)-7-(pyridin-3-yl)-1H-imidazo[4,5-c]quinolin-1-yl]-2-methylpropan-2-ol